[Cl-].[Cl-].C1(=CC=CC=C1)C([Zr+2](C1=C(C=CC=2C3=CC=C(C=C3CC12)C(C)(C)C)C(C)(C)C)C1C=CC=C1)C1=CC=CC=C1 diphenyl-methyl-(cyclopentadienyl)(2,7-di-tert-butyl-fluorenyl)zirconium dichloride